C(C)(C)(C)OC(=O)N1CCC(CC1)[Zn] [1-(tert-butoxycarbonyl)piperidin-4-yl]Zinc